1,2,3,4-Tetrahydro-7-(1,2-dimethylheptyl)-2,4,4-trimethylcyclopenta(c)(1)benzopyran-9-ol CC(C(CCCCC)C)C1=CC2=C(C3=C(C(O2)(C)C)CC(C3)C)C(=C1)O